N-(bicyclo[1.1.1]pent-1-ylmethyl)-5-(3-chloro-5-fluoro-4-hydroxybenzoylamino)-2-(2-fluorophenyl)thiazole-4-carboxamide lithium fluorophosphate boron trifluoride B(F)(F)F.P(=O)([O-])([O-])F.[Li+].C12(CC(C1)C2)CNC(=O)C=2N=C(SC2NC(C2=CC(=C(C(=C2)F)O)Cl)=O)C2=C(C=CC=C2)F.[Li+]